3-amino-2,5-dichloro-N-(4-methoxybenzyl)benzamide NC=1C(=C(C(=O)NCC2=CC=C(C=C2)OC)C=C(C1)Cl)Cl